FC=1C=2CCCC2C(=C2CCCC12)NC(=O)N=[S@](=O)(N)C=1SC=C(N1)C(C)(C)O (R)-N'-((8-fluoro-1,2,3,5,6,7-hexahydro-s-indacen-4-yl)carbamoyl)-4-(2-hydroxypropan-2-yl)thiazole-2-sulfonimidamide